(Z)-5-(iodomethyl)-3-(2-methoxyphenyl)oxazolidin-2-one ICC1CN(C(O1)=O)C1=C(C=CC=C1)OC